S(=O)(=O)([O-])[O-].[Tl+].[Tl+] thallium sulfate